B([O-])([O-])[O-].C1(=CC(=CC=C1)[PH3+])C.C1(=CC(=CC=C1)[PH3+])C.C1(=CC(=CC=C1)[PH3+])C (m-tolyl)phosphonium borate